7-(Pyrrolidin-3-ylamino)-2-(((tetrahydro-2H-pyran-4-yl)thio)methyl)quinazolin N1CC(CC1)NC1=CC=C2C=NC(=NC2=C1)CSC1CCOCC1